F[C@H]1CN(C[C@H]1NC1=NN2C(C(=N1)OC)=C(C=C2)C=2C=C1C=CC=NC1=CC2)C(C)=O 1-((3S,4R)-3-fluoro-4-((4-methoxy-5-(quinolin-6-yl)pyrrolo[2,1-f][1,2,4]triazin-2-yl)amino)pyrrolidin-1-yl)ethan-1-one